C(C)SC=1C(=NN(C1NC(C)=O)C)C1=NN2C=NC(=CC2=N1)C(F)(F)F N-(4-(ethylsulfanyl)-1-methyl-3-(7-(trifluoromethyl)-[1,2,4]triazolo[1,5-c]pyrimidin-2-yl)-1H-pyrazol-5-yl)acetamide